N(=O)C=1C=C(C(=O)N)C=CC1 3-nitrosobenzamide